1-(3-(3-methoxy-3-oxopropyl)phenyl)-1H-indole-2-carboxylic acid COC(CCC=1C=C(C=CC1)N1C(=CC2=CC=CC=C12)C(=O)O)=O